bis-trifluoromethoxy-4,4'-diaminobiphenyl FC(OC=1C(=C(C=CC1N)C1=CC=C(C=C1)N)OC(F)(F)F)(F)F